OCCNC1=NC=2N(C(N(C(C2N1CC1=CC=C(C=C1)C1=CC(=CC=C1)C(C)C)=O)C)=O)C 8-((2-hydroxyethyl)amino)-7-((3'-isopropyl-[1,1'-biphenyl]-4-yl)methyl)-1,3-dimethyl-3,7-dihydro-1H-purine-2,6-dione